tert-butyl (2',7'-dimethyl-3-oxo-3',6'-di(piperidin-1-yl)spiro[isoindoline-1,9'-xanthen]-2-yl)carbamate CC1=CC=2C3(C4=CC(=C(C=C4OC2C=C1N1CCCCC1)N1CCCCC1)C)N(C(C1=CC=CC=C13)=O)NC(OC(C)(C)C)=O